FC(OC=1C=C(C=CC1)C1=CC=2C(N=C1)=NC(N2)=O)(F)F 6-[3-(trifluoromethoxy)phenyl]imidazo[4,5-b]pyridin-2-one